CCCCC/C=C\C/C=C\CCCCCCCCCCCC(=O)OC[C@H](COP(=O)([O-])OCC[N+](C)(C)C)OC(=O)CC/C=C\C/C=C\C/C=C\C/C=C\C/C=C\C/C=C\CC 1-(13Z,16Z-docosadienoyl)-2-(4Z,7Z,10Z,13Z,16Z,19Z-docosahexaenoyl)-glycero-3-phosphocholine